ClC1=NC=CC(=C1)B1OC(C(O1)(C)C)(C)C 2-chloro-4-(4,4,5,5-tetramethyl-1,3,2-dioxaborolan-2-yl)pyridine